C(C)C=1C=CC(=C2NC(C(NC12)=NNC(C)=O)(C)C)F N'-(8-ethyl-5-fluoro-3,3-dimethyl-3,4-dihydroquinoxalin-2(1H)-ylidene)acethydrazide